ClC1=CC=C(S1)CNC1=CC(=NN1C(C1=C(C=CC=C1)OC)=O)C1N(CCC1)C(C)=O 1-[2-(5-{[(5-Chlorothiophen-2-yl)methyl]amino}-1-(2-methoxybenzoyl)-1H-pyrazol-3-yl)pyrrolidin-1-yl]ethan-1-on